(S)-2-amino-3-cyclohexylpropionic acid hydrochloride Cl.N[C@H](C(=O)O)CC1CCCCC1